ClC1=C(C(=O)N2COC3=C(C2)C=CC=C3C3=CC(=C(C(=O)O)C=C3F)N3CCOCC3)C(=CC(=C1)OC=1C=NN(C1)C)Cl 4-[3-[2,6-Dichloro-4-(1-methylpyrazol-4-yl)oxybenzoyl]-2,4-dihydro-1,3-benzoxazin-8-yl]-5-fluoro-2-morpholin-4-ylbenzoic acid